C1(=CC=CC=C1)S(=O)(O)=O phenylsulfinic acid oxide